NC1=NC=2C=CC(=CC2C2=C1C=NN2C)C(=O)N(N2C(CCCC2)=O)CC2=NC=C(C=C2)C=2C=NN(C2)C 4-amino-1-methyl-N-((5-(1-methyl-1H-pyrazol-4-yl)pyridin-2-yl)methyl)-N-(2-oxopiperidin-1-yl)-1H-pyrazolo[4,3-c]quinoline-8-carboxamide